N1(N=NN=C1)C[C@H](C)OC=1C=C(C=CC1Cl)C=1C=NC(=NC1)NC=1C(=NN(C1)C1CC2(CN(C2)C2CCOCC2)C1)C(F)(F)F (S)-5-(3-((1-(1H-tetrazol-1-yl)propan-2-yl)oxy)-4-chlorophenyl)-N-(1-(2-(tetrahydro-2H-pyran-4-yl)-2-azaspiro[3.3]heptan-6-yl)-3-(trifluoromethyl)-1H-pyrazol-4-yl)pyrimidin-2-amine